potassium trihydroxybenzene acrylate C(C=C)(=O)[O-].OC=1C(=C(C=CC1)O)O.[K+]